P(=O)(O)(O)C1=CC=C(C=C1)C (4-phosphonophenyl)methane